N-((S)-1-(((S)-1-cyano-2-((S)-2-oxopiperidin-3-yl)ethyl)amino)-3-cyclohexyl-1-oxopropan-2-yl)-4-methoxy-1H-indole-2-carboxamide C(#N)[C@H](C[C@H]1C(NCCC1)=O)NC([C@H](CC1CCCCC1)NC(=O)C=1NC2=CC=CC(=C2C1)OC)=O